C(C)(C)C1=C(C=CC=C1)C1CCCCC1 isopropyl-cyclohexylbenzene